CC1=NC=C2NC=NC2=N1 monomethylpurine